FC(C=1C=CC2=C(C(=NC3=C(O2)C=CC=C3)N3CCN(CC3)CCOCC(=O)O)C1)(F)F 2-(2-(4-(2-(Trifluoromethyl)dibenzo[b,f][1,4]oxazepin-11-yl)piperazin-1-yl)ethoxy)acetic acid